(2-methyl)imidazole bis(trifluoromethanesulfonyl)imide salt [N-](S(=O)(=O)C(F)(F)F)S(=O)(=O)C(F)(F)F.CC=1NC=CN1